CN1N=CC2=CC(=CC=C12)C#CC1=CC=C(OC2=C(N=NN2)C(=O)O)C=C1 5-(4-(2-(1-methyl-1H-indazol-5-yl)ethynyl)phenoxy)-1H-1,2,3-triazole-4-carboxylic acid